ClC=1C=C(OCC(=O)O)C=C(C1CC1=C(C(=C(C=C1)O)C1=CC=CC=C1)F)Cl 2-[3,5-dichloro-4-[(2-fluoro-4-hydroxy-3-phenyl-phenyl)methyl]phenoxy]acetic acid